CN1N=CC(=C1)C=1C=CC(=NC1)NC([C@H](C1=CC=CC=C1)NCC(C)C=1C=NC(=NC1)C)=O (S)-N-(5-(1-meth-yl-1H-pyrazol-4-yl)pyridin-2-yl)-2-((2-(2-methyl-pyrimidin-5-yl)-propyl)amino)-2-phenylacetamide